C(C1=CC=CC=C1)C1(C(NC2=NC=CC(=C21)C=2C=C(C=CC2)N2CCN(CC2)C(=O)OC(C)(C)C)=O)C tert-butyl 4-[3-(3-benzyl-3-methyl-2-oxo-1H-pyrrolo[2,3-b]pyridin-4-yl)phenyl]piperazine-1-carboxylate